chloro-4''-((3,5-difluoropyridin-2-yl)methoxy)-5'-(fluoromethyl)-3-(2-hydroxypropan-2-yl)-6''-methyl-2H,2''H-[1,2':4',1''-terpyridine] ClC1N(C=CC=C1C(C)(C)O)C1=NC=C(C(=C1)N1CC=C(C=C1C)OCC1=NC=C(C=C1F)F)CF